OC[C@@H]1NC[C@H](NC1)C (2R,5R)-5-(hydroxymethyl)-2-methylpiperazine